(2E)-4-hydroxy-3-(methoxycarbonyl)-4-phosphonobut-2-enoic acid OC(/C(=C/C(=O)O)/C(=O)OC)P(=O)(O)O